5-bromo-3-chloro-N-(1-(2,4-dichlorophenyl)ethyl-2,2,2-d3)-2-nitroaniline BrC=1C=C(C(=C(NC(C([2H])([2H])[2H])C2=C(C=C(C=C2)Cl)Cl)C1)[N+](=O)[O-])Cl